trans-4-[[7-[(5-methyl-1H-imidazol-3-yl)amino]-1,6-naphthyridin-5-yl]amino]cyclohexanol CC1=CN(CN1)NC1=NC(=C2C=CC=NC2=C1)N[C@@H]1CC[C@H](CC1)O